C(C)(C)(C)OC(=O)N1C2CN(CC1CC2)CC2=C(N=C1N2C=CC=C1)C1=CC=C(C=C1)Cl tert.-Butyl-3-{[2-(4-chlorophenyl)imidazo[1,2-a]pyridin-3-yl]methyl}-3,8-diazabicyclo[3.2.1]octane-8-carboxylate